OC[C@@](C)(O)C=1SC(=CN1)S(=O)(N)=NC(NC1=C2C(=NC3=C1CCC3)[C@H](CC2)C)=O 2-((R)-1,2-dihydroxypropan-2-yl)-N'-(((S)-3-methyl-1,2,3,5,6,7-hexahydrodicyclopenta[b,e]pyridin-8-yl)carbamoyl)thiazole-5-sulfonimidamide